ClC1=CC(=C(COC2=CC=CC(=N2)C2CCN(CC2)C(C(=O)N)COC)C=C1)F 4-(6-((4-Chloro-2-fluorobenzyl)oxy)pyridin-2-yl)piperidin-1-yl-3-methoxypropionamide